C(C)C1=NN(C2=C1C(NCC1(CCOCC1)C2)=O)C[C@H](COC(C2=CC=C(C=C2)C(=O)N2CCCCC2)=O)C 4-(piperidine-1-carbonyl)benzoic acid [(2R)-3-(3-ethyl-4-oxo-spiro[6,8-dihydro-5H-pyrazolo[4,3-c]azepin-7,4'-tetrahydropyran]-1-yl)-2-methyl-propyl] ester